Dioleyl-adipamide C(CCCCCCC\C=C/CCCCCCCC)C(C(=O)N)(CCCC(=O)N)CCCCCCCC\C=C/CCCCCCCC